BrC1=C(C=C(C=C1)C(C(=O)N1CCN(CC1)C=1C2=C(N=CN1)[C@@H](C[C@H]2C)O)CNC(C)C)F 2-(4-bromo-3-fluorophenyl)-1-(4-((5R,7R)-7-hydroxy-5-methyl-6,7-dihydro-5H-cyclopenta[d]pyrimidin-4-yl)piperazin-1-yl)-3-(isopropylamino)propan-1-one